dipentaerythritol hexa-(3-mercaptopropionate) SCCC(=O)OCC(COC(CCS)=O)(COCC(COC(CCS)=O)(COC(CCS)=O)COC(CCS)=O)COC(CCS)=O